6-[(7S)-2-{3-[4-(4-Methylpyridin-2-yl)phenyl]-1H-pyrazolo[3,4-b]pyridin-5-yl}-6,7,8,9-tetrahydro-5H-benzo[7]annulen-7-yl]-3-oxa-6-azabicyclo[3.1.1]heptane CC1=CC(=NC=C1)C1=CC=C(C=C1)C1=NNC2=NC=C(C=C21)C=2C=CC1=C(CC[C@H](CC1)N1C3COCC1C3)C2